3-(1,3-dioxolan-2-yl)-1,1-difluoro-propan-2-one O1C(OCC1)CC(C(F)F)=O